O1[C@@H](COCC1)CNC(=O)C1=C(C2=C(CCC3=CN(N=C23)CC2COC2)O1)C N-[(2R)-1,4-Dioxan-2-ylmethyl]-8-methyl-2-(oxetan-3-ylmethyl)-4,5-dihydro-2H-furo[2,3-g]indazol-7-carboxamid